tert-butyl N-[2-[2-[2-[2-[3-[2,3-bis[(Z)-octadec-9-enoxy]propyl-octyl-amino]-3-oxo-propoxy]ethoxy]ethoxy]ethoxy]ethyl]carbamate C(CCCCCCC\C=C/CCCCCCCC)OC(CN(C(CCOCCOCCOCCOCCNC(OC(C)(C)C)=O)=O)CCCCCCCC)COCCCCCCCC\C=C/CCCCCCCC